CC1(C(C(=O)C2=CC=C(C=C2)SC)C=CC=C1)N1CCOCC1 2-methyl-4'-(methylthio)-2-morpholinobenzophenone